(S)-2-amino-3-cyclopropylpropanoic acid N[C@H](C(=O)O)CC1CC1